[Ca].[C@@H]1([C@H](CCCC1)C(=O)O)C(=O)O cis-cyclohexane-1,2-dicarboxylic acid calcium